C(C)O[SiH2]F ethoxyfluorosilane